(3-(Tetradecyloxy)-5-(undecyloxy)phenyl)methylamine C(CCCCCCCCCCCCC)OC=1C=C(C=C(C1)OCCCCCCCCCCC)CN